C1(CCCC1)N1CCC(CC1)N1CC(C1)(C(=O)N(C1=CC(=CC=C1)F)CC1=NC=C(C=C1)C=1OC(=NN1)C(F)F)F 1-(1-cyclopentylpiperidin-4-yl)-N-((5-(5-(difluoromethyl)-1,3,4-oxadiazol-2-yl)pyridin-2-yl)methyl)-3-fluoro-N-(3-fluorophenyl)azetidine-3-carboxamide